ClC1=NC(=CC2=C1SC=N2)C=2C=NNC2 4-chloro-6-(1H-pyrazol-4-yl)thiazolo[5,4-c]pyridine